N1(CCOCC1)C1OCCC1N (morpholin-4-yl)oxacyclopentane-3-amine